[N+](=O)([O-])C1=C(C(=CC=C1)C=1C(NC=CC1)=O)NC(CCCCNC(OC(C)(C)C)=O)C tert-butyl (5-((2-nitro-6-(2-oxo-1,2-dihydropyridin-3-yl)phenyl)amino)hexyl)carbamate